C(N)(=O)C1=CC(=C(COC2=CC=CC(=N2)C2CCN(CC2)CC2=NC3=C(N2CCOC)C=C(C=C3)C(=O)O)C(=C1)F)F 2-((4-(6-((4-carbamoyl-2,6-difluorobenzyl)oxy)pyridin-2-yl)piperidin-1-yl)methyl)-1-(2-methoxyethyl)-1H-benzo[d]imidazole-6-carboxylic acid